[8-chloro-2-(6-chloro-3-pyridyl)quinazolin-4-yl]-morpholino-methanone ClC=1C=CC=C2C(=NC(=NC12)C=1C=NC(=CC1)Cl)C(=O)N1CCOCC1